C(C=C)C[SiH](OCCOC)OCCOC allylmethylbis(methoxyethoxy)silane